1-(((S)-1-((R)-3-cyclohexyl-2-methylpropanoyl)-4-hydroxy-3,3-dimethylpiperidin-4-yl)methyl)-4-cyclopropyl-6-oxo-1,6-dihydropyridine-3-carboxylic acid C1(CCCCC1)C[C@H](C(=O)N1CC([C@](CC1)(O)CN1C=C(C(=CC1=O)C1CC1)C(=O)O)(C)C)C